(1S,2r)-2-((S)-5-chloro-8-(imidazo[1,2-a]pyrimidin-2-ylmethoxy)-1-((2-oxopyrrolidin-1-yl)methyl)-1,2,3,4-tetrahydroisoquinoline-2-carbonyl)-N-methylcyclohexane-1-carboxamide ClC1=C2CCN([C@@H](C2=C(C=C1)OCC=1N=C2N(C=CC=N2)C1)CN1C(CCC1)=O)C(=O)[C@H]1[C@H](CCCC1)C(=O)NC